N1=CN=C(C=C1)CCON1N=C(C2=CC=CC=C12)C=1C=CC(=NC1)C1C[SH2](CCN1)=O 5-(5-(1-(pyrimidin-4-ylethoxy)-1H-indazol-3-yl)pyridin-2-yl)-1λ6-thiomorpholine 1-oxide